FC(C(O)C1=CC=C(C=C1)F)(F)F 2,2,2-trifluoro-1-(4-fluorophenyl)ethan-1-ol